N-tert-butyl-4-[[2-(4-tert-butyl-3-hydroxy-phenyl)acetyl]amino]pyridine-2-carboxamide C(C)(C)(C)NC(=O)C1=NC=CC(=C1)NC(CC1=CC(=C(C=C1)C(C)(C)C)O)=O